FC1=C(N=CC2=C1N=C(N=C2N2CC(CCC2)N2S(CCC2)(=O)=O)OCC21CCCN1CCC2)C2=CC=CC1=CC=CC(=C21)F 2-(1-(8-fluoro-7-(8-fluoronaphthalen-1-yl)-2-((hexahydro-1H-pyrrolizin-7a-yl)methoxy)pyrido[4,3-d]pyrimidin-4-yl)piperidin-3-yl)isothiazolidine-1,1-dioxide